PARAXANTHIN N1(C)C(=O)NC=2N=CN(C)C2C1=O